1-(piperidin-4-ylmethyl)-1H-indazole N1CCC(CC1)CN1N=CC2=CC=CC=C12